C[C@H]1[C@@H]([C@H]([C@H]([C@@H](O1)O[C@@H]2[C@H]([C@H]([C@H](O[C@H]2O[C@H]3[C@@H](O[C@@H]([C@@H]([C@@H]3O)O)O)C)CO)O[C@H]4[C@@H]([C@H]([C@@H]([C@H](O4)CO)O)OP(=O)(O)O)O)O)O)O)O The molecule is a branched tetrasaccharide derivative consisting of beta-L-rhamnose having a 3-O-phosphono-beta-D-glucosyl-(1->4)-[alpha-L-rhamnosyl-(1->2)]-beta-D-galactosyl moiety attached at the 4-position. It is an oligosaccharide phosphate and a tetrasaccharide derivative.